N1C(NC=2C=NC=CC21)=O 1,3-dihydro-2H-imidazo[4,5-c]pyridin-2-one